2,8-dimethyl-anthra[2,3-b:6,7-b']Dithiophene CC1=CC2=C(S1)C=C1C=C3C=C4C(SC(=C4)C)=CC3=CC1=C2